4-(2,6-dichloropyridin-4-yl)-3-(4-methyl-5-sulfonyl-1,2,4-triazol-3-yl)benzonitrile ClC1=NC(=CC(=C1)C1=C(C=C(C#N)C=C1)C1=NNC(N1C)=S(=O)=O)Cl